5-tert-butylsulfanyl-N-[6-(5-chloro-1,3-benzoxazol-2-yl)spiro[3.3]heptane-2-yl]furan-2-carboxamide oxetan-3-yl-4-ethyl-1-methylpiperazine-2-carboxylate O1CC(C1)OC(=O)C1N(CCN(C1)CC)C.C(C)(C)(C)SC1=CC=C(O1)C(=O)NC1CC2(C1)CC(C2)C=2OC1=C(N2)C=C(C=C1)Cl